C1(=CC=CC=C1)N(C=1C=C2C=3C=C4C(=CC3N(C2=CC1)C1=CC=CC=C1)C=1C=CC=C2C=CC=C(C43C4=CC=CC=C4C=4C=CC=CC43)C12)C1=CC=CC=C1 N,N,13'-triphenyl-13'H-spiro[fluorene-9,7'-phenaleno[1,2-b]carbazole]-10'-amine